(tert-butyl 2-(methyl (tetrahydrofuran-3-yl) amino) ethyl) carbamate C(N)(OCC(N(C1COCC1)C)C(C)(C)C)=O